(S)-1-phenylethyl 2-(azetidin-1-ylmethyl)-3-methylbutanoate N1(CCC1)CC(C(=O)O[C@@H](C)C1=CC=CC=C1)C(C)C